C1(CCCC1)C1=C(C(=O)OC(C)(C)C)C=CC(=C1)C1=NC=NC2=CC(=CC=C12)OC(CCCCCCCCCC=O)OC tert-butyl 2-cyclopentyl-4-[7-(l-1-methoxy-11-oxo-undecoxy)quinazolin-4-yl]benzoate